1-isopropyl-2-[4-(1-methyl-4-pyridin-4-yl-1H-pyrazol-3-yl)-phenoxymethyl]-1H-benzimidazole C(C)(C)N1C(=NC2=C1C=CC=C2)COC2=CC=C(C=C2)C2=NN(C=C2C2=CC=NC=C2)C